C(C1=CC=CC=C1)N([C@@H]1CC[C@H](CC1)OC([2H])([2H])[2H])CC1=CC=CC=C1 trans-N,N-dibenzyl-4-(methoxy-d3)cyclohexane-1-amine